C1CC(CCC12CCCCC2)OC=2N=NNC2C(=O)O 4-(spiro[5.5]undec-3-yloxy)-1H-1,2,3-triazole-5-carboxylic acid